FC(C(=O)O)(F)F.FC=1C=C(C#N)C=CC1COC1=CC(=CC=C1)NC1CCNCC1 3-fluoro-4-((3-(piperidin-4-ylamino)phenoxy)methyl)benzonitrile trifluoroacetate